5-{[5-(3-{[3-(difluoromethyl)azetidin-3-yl]methoxy}-5-methoxypyridin-4-yl)-1H-pyrazol-3-yl]amino}pyrazine-2-carbonitrile FC(C1(CNC1)COC=1C=NC=C(C1C1=CC(=NN1)NC=1N=CC(=NC1)C#N)OC)F